C12CC(CC2C1)NC1=NC(=NC=C1CO)SC (4-(bicyclo[3.1.0]hex-3-ylamino)-2-(methylthio)pyrimidin-5-yl)methanol